Trimellitic acid C(C=1C(C(=O)O)=CC(C(=O)O)=CC1)(=O)O